tert-Butyl 3-[2-[(8-oxo-6,7-dihydro-5H-indolizine-5-carbonyl)amino]thiazol-5-yl]-2,5-dihydropyrrole-1-carboxylate O=C1CCC(N2C=CC=C12)C(=O)NC=1SC(=CN1)C=1CN(CC1)C(=O)OC(C)(C)C